FC(S(=O)(=O)OC1=C(C=C(C=C1)OC)C1=C(C=CC2=CC=CC=C12)N(C)C)(F)F 2-(2-(Dimethylamino)naphthalen-1-yl)-4-methoxyphenyl trifluoromethanesulfonate